OC=1C=CC2=C(C(N(CC3=C2C=CC(=C3)O)C)=O)C1 3,9-dihydroxy-6-methyl-6,7-dihydro-5H-dibenzo[c,e]azepin-5-one